6-(1-methylpyrazol-4-yl)-4-(4-piperidinyl)pyrazolo[1,5-a]pyrazine CN1N=CC(=C1)C=1N=C(C=2N(C1)N=CC2)C2CCNCC2